S(=O)(=O)(O)CCS(=O)(=O)O edisylic acid